3-tert-butyl-4-hydroxy-1-n-propyl-pyrazol C(C)(C)(C)C1=NN(C=C1O)CCC